SC1CC(C1)N[C@@H]1C[C@H](CC1)N(C(=N)NCC1=CC=C(C=C1)[N+](=O)[O-])CC1=CC=C(C=C1)[N+](=O)[O-] 1-((1S,3S)-3-(((1R,3S)-3-mercaptocyclobutyl)amino)cyclopentyl)-1,3-bis(4-nitrobenzyl)guanidine